FC1=NC=CC(=C1)C(C1CCNCC1)C1=CC=C(C=C1)F 2-Fluoro-4-((4-fluorophenyl)(piperidin-4-yl)methyl)pyridine